ClCCC[Si](C=1C=C(C=CC1Br)N1CCC1)(C=1C=C(C=CC1Br)N1CCC1)C 1,1'-(((3-Chloropropyl)(methyl)silanediyl)bis(4-bromo-3,1-phenylene))bis(azetidine)